1,3-Diphenyl-prop-2-en-1-one C1(=CC=CC=C1)C(C=CC1=CC=CC=C1)=O